CC(OC(NCCNC(OCC1=CC=C(C=C1)NC([C@H](C)NC([C@H](C(C)C)NC(CCC(=O)OC)=O)=O)=O)=O)=O)(C)C methyl 4-(((S)-1-(((S)-1-((4-(10,10-dimethyl-3,8-dioxo-2,9-dioxa-4,7-diazaundecyl)phenyl)amino)-1-oxopropan-2-yl)amino)-3-methyl-1-oxobutan-2-yl)amino)-4-oxobutanoate